ClC=1C(=C(C=CC1)[C@H](C(F)(F)F)NC=1C2=C(N=CN1)C=CC(=N2)O[C@@H]2CN(CC2)C(=O)OC(C)(C)C)F tert-Butyl (S)-3-((4-(((R)-1-(3-chloro-2-fluorophenyl)-2,2,2-trifluoroethyl)amino)pyrido[3,2-d]pyrimidin-6-yl)oxy)pyrrolidine-1-carboxylate